C(C)(C)(C)OC(=O)N[C@@H](CCSC(C(=O)OC)(C1=CC=CC=C1)C1=CC=CC=C1)CO methyl (S)-2-((3-((tert-butoxycarbonyl)amino)-4-hydroxybutyl)thio)-2,2-diphenylacetate